7-bromoheptyl 2-octyldecanoate C(CCCCCCC)C(C(=O)OCCCCCCCBr)CCCCCCCC